C(C)(C)(C)N(C(O)=O)[C@H](C(=O)N(C=1C=C(C=CC1)C)C)CSC(C1=CC=CC=C1)(C1=CC=CC=C1)C1=CC=CC=C1.C1(=CC=CC=C1)N1N=C(C(=C1\C=C\C1=CC=CC=C1)C(=O)N1C=CN(C=C1)C)C1=CC=CC=C1 (E)-(1,3-diphenyl-5-styryl-1H-pyrazol-4-yl)(4-methylpyrazin-1-yl)methanone (R)-tert-butyl-1-(methyl-(m-tolyl)amino)-1-oxo-3-(tritylthio)propan-2-ylcarbamate